1-(1-ethylpiperidin-4-yl)-1H-pyrazole-4-carboxamide C(C)N1CCC(CC1)N1N=CC(=C1)C(=O)N